C(C=C)[C@@H]1O[C@H]([C@H](N(C1=O)[C@@H](C(=O)OCC)CCC)C1=CC=C(C=C1)Cl)C1=CC(=CC=C1)Cl (R)-ethyl 2-((2S,5R,6S)-2-allyl-6-(3-chlorophenyl)-5-(4-chlorophenyl)-3-oxomorpholino)pentanoate